CN1N=CC=2C1=NC(=CC2N2C[C@@H]([C@H](CC2)C2=CC=C(C=N2)N2C[C@H]([C@@H](CC2)N)F)C)C (3R,4R)-1-[6-[(3R,4S)-1-(1,6-dimethylpyrazolo[3,4-b]pyridin-4-yl)-3-methyl-4-piperidinyl]-3-pyridinyl]-3-fluoro-piperidin-4-amine